1,6-diamino-2,4-dimethylhexane NCC(CC(CCN)C)C